2-(3-Amino-7-(trifluoromethyl)benzo[b]thiophen-2-yl)-1,1,1-trifluoropropan-2-ol NC=1C2=C(SC1C(C(F)(F)F)(C)O)C(=CC=C2)C(F)(F)F